[2-[(dimethylamino)methyl]morpholin-4-yl]-[4-[[3-(3-fluoro-4-methoxy-phenyl)imidazo[1,2-a]pyrazin-8-yl]amino]-2-methyl-phenyl]methanone D-prolinate hydrochloride Cl.N1[C@H](CCC1)C(=O)O.CN(C)CC1CN(CCO1)C(=O)C1=C(C=C(C=C1)NC=1C=2N(C=CN1)C(=CN2)C2=CC(=C(C=C2)OC)F)C